C(C1=C(C(=CC2=CC=CC=C12)C(=O)O)O)C1=C(C(=CC2=CC=CC=C12)C(=O)O)O.C(CCC)OCCOCCO 2-(2-Butoxyethoxy)ethanol methylene-bis(2-hydroxy-3-naphthoate)